C[Si]1(O[Si](O[Si](O[Si](O1)(C1=CC=CC=C1)C)(C1=CC=CC=C1)C)(C1=CC=CC=C1)C)C1=CC=CC=C1 2,4,6,8-tetramethyl-2,4,6,8-tetraphenyl-cyclotetrasiloxane